2-((7,8-Dichloro-2-oxo-6-((2-(trimethylsilyl)ethoxy)methyl)-1,2,3,4,5,6-hexahydroazepino[4,5-b]indol-10-yl)oxy)acetonitrile ClC1=C(C=C(C=2C3=C(N(C12)COCC[Si](C)(C)C)CCNC(C3)=O)OCC#N)Cl